trans-tert-Butyl (5-(2-chloro-5-(2,2-dichloro-3-(3,5-dichlorophenyl)cyclopropane-1-carboxamido)benzamido)-2-methylphenyl)(methyl)carbamate ClC1=C(C(=O)NC=2C=CC(=C(C2)N(C(OC(C)(C)C)=O)C)C)C=C(C=C1)NC(=O)[C@@H]1C([C@H]1C1=CC(=CC(=C1)Cl)Cl)(Cl)Cl